C(CS(=O)(=O)[O-])S(=O)(=O)[O-].[Zn+2] zinc 1,2-ethanedisulfonate